S(=O)(=O)(ON1[C@@H]2C=C(CN(C1=O)C2)N2N=NC=C2)[O-].[Na+] sodium [(5R)-7-oxo-3-(triazol-1-yl)-1,6-diazabicyclo[3.2.1]oct-3-en-6-yl] sulfate